CC(CC)=O 1-methyl-1-propanone